(dodecylamino)propane-1,2-diol C(CCCCCCCCCCC)NC(C(C)O)O